C(CCC(=O)O)(=O)OC[C@H](N)C(=O)O O-succinyl-L-serine